CC1=CC2=C(C=C1C)N(C3=C(N2)C(=O)NC(=O)N3)C[C@@H]([C@@H]([C@@H](COP(=O)(O)O)O)O)O The molecule is the reduced 1,5-dihydro form of flavin mononucleotide. It has a role as an Escherichia coli metabolite and a cofactor. It is a conjugate acid of a FMNH2(2-) and a FMNH2(3-).